Methyl 7α-hydroxy-3-oxo-5β-cholanoate O[C@H]1[C@H]2[C@@H]3CC[C@H]([C@@H](CCC(=O)OC)C)[C@]3(CC[C@@H]2[C@]2(CCC(C[C@H]2C1)=O)C)C